FC1=C(C=C(C=C1)N1C(=NOC1=O)C1=NON=C1NCCOC)C(F)(F)F 4-[4-Fluoro-3-(trifluoromethyl)phenyl]-3-{4-[(2-methoxyethyl)amino]-1,2,5-oxadiazol-3-yl}-1,2,4-oxadiazol-5(4H)-one